2,6-didodecylheptanedioic acid C(CCCCCCCCCCC)C(C(=O)O)CCCC(C(=O)O)CCCCCCCCCCCC